C([C@H]([C@H](C(=O)O)O)O)OP(=O)(O)O The molecule is the D-enantiomer of 4-phosphoerythronic acid. It has a role as an Escherichia coli metabolite and a mouse metabolite. It derives from a D-erythronic acid. It is a conjugate acid of a 4-O-phosphonato-D-erythronate(3-). It is an enantiomer of a 4-phospho-L-erythronic acid.